methyl (E)-4-(4-(tosyloxy)but-1-en-1-yl)furan-2-carboxylate S(=O)(=O)(C1=CC=C(C)C=C1)OCC/C=C/C=1C=C(OC1)C(=O)OC